11-((2-ethylhexyl)thio)undecyl prop-2-ene-1-sulfonate C(C=C)S(=O)(=O)OCCCCCCCCCCCSCC(CCCC)CC